C(C)(C)(C)S(=O)NC1(CN(C1)C(=O)OC(C)(C)C)C#N tert-butyl 3-((tert-butylsulfinyl) amino)-3-cyanoazetidine-1-carboxylate